4,5-dimethoxy-2-(2-(4-methoxyphenyl)acetyl)phenyl 3-(benzyloxy)-4-methoxybenzoate C(C1=CC=CC=C1)OC=1C=C(C(=O)OC2=C(C=C(C(=C2)OC)OC)C(CC2=CC=C(C=C2)OC)=O)C=CC1OC